[[(4-chlorophenyl)-(4-fluorophenyl)methyl]-methyl-amino] (2S)-2-[(3-hydroxy-4-methoxy-pyridine-2-carbonyl) amino]propanoate OC=1C(=NC=CC1OC)C(=O)N[C@H](C(=O)ON(C)C(C1=CC=C(C=C1)F)C1=CC=C(C=C1)Cl)C